(1r,3r)-3-((3-(3-cyclopropyl-1,2,4-oxadiazol-5-yl)-4,5-dimethylthiophen-2-yl)carbamoyl)cyclobutane-1-carboxylic acid C1(CC1)C1=NOC(=N1)C1=C(SC(=C1C)C)NC(=O)C1CC(C1)C(=O)O